tert-butyl (3-(1-((2-((7-bromo-6-chloro-8-fluoro-4-hydroxy-2-(methylthio)quinazolin-5-yl)oxy)ethyl)amino)ethyl)pyridin-2-yl)carbamate BrC1=C(C(=C2C(=NC(=NC2=C1F)SC)O)OCCNC(C)C=1C(=NC=CC1)NC(OC(C)(C)C)=O)Cl